BrC1=CC=2C(C=N1)=NN(C2I)C 5-bromo-3-iodo-2-methyl-pyrazolo[3,4-c]Pyridine